N1=CC(=CC=C1)CCC(=O)O 3-pyridin-3-ylpropionic acid